FC(C(=O)NC1=CC2=C(S1)CCC2)(I)F 2-(2,2-Difluoro-2-iodo-acetylamino)-5,6-dihydro-4H-cyclopenta[b]thiophene